1-(4-((6,7-dimethoxyquinazolin-4-yl)amino)phenyl)-3-(3-fluorophenyl)urea COC=1C=C2C(=NC=NC2=CC1OC)NC1=CC=C(C=C1)NC(=O)NC1=CC(=CC=C1)F